(E)-2-(1-(3-(4-methoxyphenyl)-3-oxoprop-1-en-1-yl)cyclopropyl)isoindoline-1,3-dione COC1=CC=C(C=C1)C(/C=C/C1(CC1)N1C(C2=CC=CC=C2C1=O)=O)=O